3-(2,6-difluoro-3,5-dimethoxyphenyl)-1-((1-(2,2-difluoroethyl)-1H-pyrazol-4-yl)methyl)-7-(1,3-dimethyl-1H-pyrazol-4-yl)-3,4-dihydropyrido[4,3-d]pyrimidin-2(1H)-one FC1=C(C(=C(C=C1OC)OC)F)N1C(N(C2=C(C1)C=NC(=C2)C=2C(=NN(C2)C)C)CC=2C=NN(C2)CC(F)F)=O